FC=1C(=C2C=C(NC2=C(C1)C(=O)N)C)B1OC(C(O1)(C)C)(C)C 5-fluoro-2-methyl-4-(4,4,5,5-tetramethyl-1,3,2-dioxaborolan-2-yl)-1H-indole-7-carboxamide